3-(methylsulfonyl)propanal CS(=O)(=O)CCC=O